OC1=C(C(=O)O)C=C(C=C1)N(S(=O)(=O)C1=CC=CC=C1)CC(C)C 2-hydroxy-5-(N-isobutylphenylsulfonamido)benzoic acid